FC=1C=C2C(=NNC2=CC1OCCOC)C1=CC(=NO1)C=1C=CC(=NC1)C(=O)N1[C@@H](CC1)C(C)(C)O (5-{5-[5-Fluoro-6-(2-methoxyethoxy)-1H-indazol-3-yl]-isoxazol-3-yl}-pyridin-2-yl)-[(S)-2-(1-hydroxy-1-methylethyl)-azetidin-1-yl]-methanon